5'-Azido-5-(Octa-1,7-diynyl)-2',5'-dideoxyuridine N(=[N+]=[N-])C[C@@H]1[C@H](C[C@@H](O1)N1C(=O)NC(=O)C(=C1)C#CCCCCC#C)O